P(=O)(O[C@@H](C)[C@H]1OC(CC1O)N1C(NC(C(=C1)F)=O)=O)([O-])[O-].[Li+].[Li+] lithium (S)-1-((2S,35R)-5-(5-fluoro-2,4-dioxo-3,4-dihydropyrimidin-1(2H)-yl)-3-hydroxytetrahydrofuran-2-yl)ethyl phosphate